4-{8-amino-3-[(2S)-1-(but-2-ynyl)pyrrolidin-2-yl]imidazo[1,5-a]pyrazin-1-yl}-N-(pyridin-2-yl)benzamide NC=1C=2N(C=CN1)C(=NC2C2=CC=C(C(=O)NC1=NC=CC=C1)C=C2)[C@H]2N(CCC2)CC#CC